N-(1-(3,3-difluorocyclobutyl)-2-oxo-1,2-dihydropyridin-3-yl)-4-((2-hydroxyethyl)sulfonamido)-2-(6-methyl-3-azabicyclo[4.1.0]heptan-3-yl)benzamide FC1(CC(C1)N1C(C(=CC=C1)NC(C1=C(C=C(C=C1)NS(=O)(=O)CCO)N1CC2CC2(CC1)C)=O)=O)F